di(2-hexyloxyethyl) glutarate C(CCCC(=O)OCCOCCCCCC)(=O)OCCOCCCCCC